2-(4-cyanophenyl)-N-(2-(dimethylamino)ethyl)-5-(2-nitrophenyl)Oxazole-4-carboxamide C(#N)C1=CC=C(C=C1)C=1OC(=C(N1)C(=O)NCCN(C)C)C1=C(C=CC=C1)[N+](=O)[O-]